(S)-5-(2-(dimethylamino)ethoxy)-2-methyl-N-(1-(2-(1-methyl-1H-pyrazol-5-yl)quinolin-4-yl)ethyl)benzamide CN(CCOC=1C=CC(=C(C(=O)N[C@@H](C)C2=CC(=NC3=CC=CC=C23)C2=CC=NN2C)C1)C)C